1,1-di-t-butoxy-N,N-dimethyl-methylamine C(C)(C)(C)OC(OC(C)(C)C)N(C)C